3-(5-(3-benzyl-1-((2-methyl-2H-1,2,3-triazol-4-yl)sulfonyl)pyrrolidin-3-yl)-6-methyl-1H-indazol-1-yl)benzonitrile C(C1=CC=CC=C1)C1(CN(CC1)S(=O)(=O)C1=NN(N=C1)C)C=1C=C2C=NN(C2=CC1C)C=1C=C(C#N)C=CC1